C(C)(C)(C)OC(=O)N1CCC(CC1)C1=CC=C(C=C1)NCCC(=O)O 3-((4-(1-(tert-butoxycarbonyl)piperidin-4-yl)phenyl)amino)propionic acid